((3R)-4-amino-3-methyl-1,3-dihydrofuro[3,4-c]quinolin-8-yl)((2S,4S)-4-(4-chlorophenyl)-2-cyclopropyl-1-pyrrolidinyl)methanone NC1=NC=2C=CC(=CC2C2=C1[C@H](OC2)C)C(=O)N2[C@@H](C[C@H](C2)C2=CC=C(C=C2)Cl)C2CC2